[Ni].[Ni].[Ni].[Ni](=[Se])=[Se] nickel diselenide trinickel